2-(6-(((1S,4S,5S,6S)-6-fluoro-1,4-dimethyl-2-azabicyclo[2.2.1]heptan-5-yl)oxy)pyridazin-3-yl)-5-(2-methoxypyridin-4-yl)phenol F[C@@H]1[C@H]([C@@]2(CN[C@]1(C2)C)C)OC2=CC=C(N=N2)C2=C(C=C(C=C2)C2=CC(=NC=C2)OC)O